2-(2-Cyclohexyl-6-(hexahydro-1H-furo[3,4-c]pyrrole-5-carbonyl)-7-oxopyrazolo[1,5-a]pyrimidin-4(7H)-yl)-N-(5-fluoropyridin-2-yl)acetamide C1(CCCCC1)C1=NN2C(N(C=C(C2=O)C(=O)N2CC3C(C2)COC3)CC(=O)NC3=NC=C(C=C3)F)=C1